((4-methoxy-3,5-dimethylpyridin-2-yl)methyl)(3-(2-methoxypyridin-4-yl)-5-methylphenyl)carbamic acid tert-butyl ester C(C)(C)(C)OC(N(C1=CC(=CC(=C1)C)C1=CC(=NC=C1)OC)CC1=NC=C(C(=C1C)OC)C)=O